C1(=CC=CC=C1)[C@H](NS(=O)(=O)C1=CC=C(C=C1)OC(F)(F)F)C1CCNCC1 (R)-N-(phenyl(piperidin-4-yl)methyl)-4-(trifluoromethoxy)benzenesulfonamide